COC=1C=NC=2C=C(N=C(C2C1)S)C 3-methoxy-7-methyl-1,6-naphthyridine-5-thiol